tetraethyl-(4,4'-diamino)-benzophenone C(C)C1=C(C(=C(C(=C1C(=O)C1=CC=C(C=C1)N)CC)CC)N)CC